BrC1=C(C=C2C(=NC=NC2=C1)N1CC(CCC1)CNS(=O)(=O)C)F N-((1-(7-BROMO-6-FLUOROQUINAZOLIN-4-YL)PIPERIDIN-3-YL)METHYL)METHANE-SULFONAMIDE